(3S,4R,5S,6R)-6-(acetoxymethyl)-3-(cyclopropanecarboxamido)tetrahydro-2H-pyran-2,4,5-triyl triacetate C(C)(=O)OC1O[C@@H]([C@H]([C@@H]([C@@H]1NC(=O)C1CC1)OC(C)=O)OC(C)=O)COC(C)=O